[15NH2][13C@@H]([13CH2][13CH2][13CH2][13CH2][15NH2])[13C](=O)O [13C6,15N2]lysine